N-(3-{6-oxo-4-[6-(pyridin-2-ylmethoxy)pyridin-3-yl]-1,6-dihydropyrimidin-2-yl}-4-(trifluoromethyl)benzyl)isobutyramide O=C1C=C(N=C(N1)C=1C=C(CNC(C(C)C)=O)C=CC1C(F)(F)F)C=1C=NC(=CC1)OCC1=NC=CC=C1